(1R,3S)-3-(5-{2-[5-(difluoromethoxy)-2-formyl-3-hydroxyphenoxy] acetamido}-2H-pyrazol-3-yl)cyclopentyl N-isopropylcarbamate C(C)(C)NC(O[C@H]1C[C@H](CC1)C=1NN=C(C1)NC(COC1=C(C(=CC(=C1)OC(F)F)O)C=O)=O)=O